COC1=CC=C2C3(C(NC2=C1)=O)CC3 6'-methoxyspiro[cyclopropane-1,3'-indolin]-2'-one